isopropyl (bis(((1S,2R,4S)-2-(methoxymethyl)-3-oxoquinuclidin-2-yl)methoxy)phosphoryl)-L-phenylalaninate COC[C@@]1(N2CCC(C1=O)CC2)COP(=O)(OC[C@]2(N1CCC(C2=O)CC1)COC)N[C@@H](CC1=CC=CC=C1)C(=O)OC(C)C